OC1=C(C=CC=C1)C1=CC2=C(N=N1)NC=C2C2CCN(CC2)C2=NC=C(C=N2)C2CCN(CC2)C2=NOC(=C2)C(C(=O)OC)C(C)C methyl 2-(3-(4-(2-(4-(3-(2-hydroxyphenyl)-7H-pyrrolo[2,3-c]pyridazin-5-yl)piperidin-1-yl)pyrimidin-5-yl)piperidin-1-yl)isoxazol-5-yl)-3-methylbutanoate